D-4-amino-3-methoxybenzoate NC1=C(C=C(C(=O)[O-])C=C1)OC